N1(CCOCC1)[C@H](C(=O)OCC1=CC=CC=C1)C Benzyl (2S)-2-(morpholin-4-yl)propanoate